C(C)(C)(C)NC=1N(C2=C(C3=C(N1)C=CC(=C3)C)N=C3N2C=C(C=C3)C)C(C)(C)C N,7-di-tert-butyl-2,10-dimethyl-7H-benzo[d]pyrido[1',2':1,2]imidazo[4,5-f][1,3]diazepin-6-amine